BrC1=CC(=NC=C1)\C=N\S(=O)C(C)(C)C N-[(1E)-(4-bromopyridin-2-yl)methylidene]-2-methylpropane-2-sulfinamide